SCCO beta-mercapto-ethanol